C(C)(C)OC=1C=CC(=NC1)C=1N=C(SC1)NC1=NC=C(C=C1N(C(C)=O)C)C(F)(F)F N-(2-(4-(5-isopropoxypyridin-2-yl)thiazol-2-ylamino)-5-(trifluoromethyl)pyridin-3-yl)-N-methylacetamide